ClC1=C(C=CC=C1)C1=NN(C(=N1)C=1C=C(/C(=N/OCC)/N)C=CC1S(NC)(=O)=O)C (Z)-3-(3-(2-chlorophenyl)-1-methyl-1H-1,2,4-triazol-5-yl)-N'-ethoxy-4-(N-methylsulfamoyl)benzamidine